CN1N=C2C=CC(=C(C2=C1)N)C 2,5-dimethyl-2H-indazol-4-amine